rac-N-{(5R,6S)-3-ethyl-2-methyl-5-[(3'-methyl[1,1'-biphenyl]-3-yl)methyl]-4-oxo-3,4,5,6,7,8-hexahydroquinazolin-6-yl}methanesulfonamide C(C)N1C(=NC=2CC[C@@H]([C@@H](C2C1=O)CC=1C=C(C=CC1)C1=CC(=CC=C1)C)NS(=O)(=O)C)C |r|